C(CCCCCCCCCCCC)N Tridecan-1-amine